N-lauroyl-alanine methyl ester COC([C@@H](NC(CCCCCCCCCCC)=O)C)=O